Indanon C1(CCC2=CC=CC=C12)=O